[K].C=12C(=CC=CC1)C(NC2=O)=O o-benzeneDicarboximide potassium salt